7-(6-(1-(2,2,2-trifluoro-1-(4-fluorophenyl)ethyl)-1H-pyrazol-4-yl)pyridin-2-yl)-[1,2,4]triazolo[1,5-a]pyridin-2-amine FC(C(C1=CC=C(C=C1)F)N1N=CC(=C1)C1=CC=CC(=N1)C1=CC=2N(C=C1)N=C(N2)N)(F)F